salicylhydroxamate iron [Fe+2].C(C=1C(O)=CC=CC1)(=O)N[O-].C(C=1C(O)=CC=CC1)(=O)N[O-]